NC=1C(=NC(=NC1)C(F)(F)F)/C=C/C(=O)OCC ethyl (E)-3-(5-amino-2-(trifluoromethyl)pyrimidin-4-yl)acrylate